N1=CC(=CC=C1)C(CCCN1C=NC=2N=C(NC(C12)=O)N)=O 7-[4-(3-pyridyl)-4-oxobutan-1-yl]guanine